C(=O)O.NC1(CCN(CC1)C1=C(C(=C(C(=N1)SC(C(=O)N)C1=CC=CC=C1)C#N)C1CC1)C#N)C 2-((6-(4-amino-4-methylpiperidin-1-yl)-3,5-dicyano-4-cyclopropylpyridin-2-yl)thio)-2-phenylacetamide, Formic acid salt